1,2-divinyloxy-N,N-dimethylaminopropane C(=C)OC(C(C)OC=C)N(C)C